CC1=C(NC(C[Se]C2=CC=CC=C2)C2=CC=CC=C2)C=CC=C1 2-methyl-N-(1-phenyl-2-(phenylseleno)ethyl)aniline